C(\C=C\C(=O)O)(=O)O.C(\C=C\C(=O)O)(=O)O.ClC=1C=CC(=C(CN2[C@H](CCC2)CN)C1)OCC (R)-(1-(5-chloro-2-ethoxybenzyl)pyrrolidin-2-yl)methanamine difumarate